1-((1S,3aS,3bS,8R,10aR,10bS,12aS)-8-hydroxy-8,10a,12a-trimethyl-1,2,3,3a,3b,4,6,7,8,9,10,10a,10b,11,12,12a-hexadecahydrocyclohepta[a]cyclopenta[f]naphthalen-1-yl)ethan-1-one O[C@@]1(CCC=2[C@@]([C@H]3CC[C@]4([C@H]([C@@H]3CC2)CC[C@@H]4C(C)=O)C)(CC1)C)C